tert-butyl 4-(4-{4-[2-fluoro-3-(propane-1-sulfonamido)phenyl]-5-(pyridin-4-yl)-1,3-thiazol-2-yl}phenyl)piperazine-1-carboxylate FC1=C(C=CC=C1NS(=O)(=O)CCC)C=1N=C(SC1C1=CC=NC=C1)C1=CC=C(C=C1)N1CCN(CC1)C(=O)OC(C)(C)C